3-(Trans-4-(2-(4-(2,3-dichlorophenyl)-4,8-diazaspiro[2.6]nonan-8-yl)ethyl)cyclohexyl)-1,1-dimethylurea ClC1=C(C=CC=C1Cl)N1C2(CC2)CN(CCC1)CC[C@@H]1CC[C@H](CC1)NC(N(C)C)=O